C(C=C)(=O)OCCCCCCCCCCCCCCCCCCCC[SiH2]CBr acryloyloxyeicosyl-bromomethylsilane